N(=NC=1NC=CN1)C=1NC=CN1 azodiimidazole